C(C)(C)(C)OC(=O)N[C@H](C(=O)N1[C@@H](CCC1)C(=O)O)CO (2S)-1-[(2S)-2-[(tert-Butoxycarbonyl)amino]-3-hydroxypropionyl]pyrrolidine-2-carboxylic acid